3-(2H3)Methyl-9-methyl-3,4,7,15-tetraazatricyclo[12.3.1.02,6]Octadecan-1(18),2(6),4,14,16-pentaen-8-one trifluoroacetate FC(C(=O)O)(F)F.C(N1C=2C=3C=CN=C(CCCCC(C(NC2C=N1)=O)C)C3)([2H])([2H])[2H]